NC1=CC(=C(C=C1)O)F 4-amino-2-fluorophenol